2-(2,4-Difluoro-3-hydroxy-5-(trifluoromethyl)phenyl)-N-(1-(hydroxymethyl)cyclobutyl)benzo[d]oxazole-5-carboxamide FC1=C(C=C(C(=C1O)F)C(F)(F)F)C=1OC2=C(N1)C=C(C=C2)C(=O)NC2(CCC2)CO